N-[2-(morpholin-4-yl)ethyl]-2-(1-phenyl-1H-pyrazol-4-yl)-1,3-thiazole-4-carboxamide N1(CCOCC1)CCNC(=O)C=1N=C(SC1)C=1C=NN(C1)C1=CC=CC=C1